methyl 3,7-dimethoxyphenanthrene-9-carboxylate COC=1C=CC=2C=C(C3=CC(=CC=C3C2C1)OC)C(=O)OC